Methyl (S)-2-(2-(1-(3-(3,4-dichlorophenyl)propanoyl)piperidin-4-yl)acetamido)-3-(4-methoxyphenyl)propanoate ClC=1C=C(C=CC1Cl)CCC(=O)N1CCC(CC1)CC(=O)N[C@H](C(=O)OC)CC1=CC=C(C=C1)OC